cetyl α-methallyloxymethylacrylate C(C(C)=C)OCC(C(=O)OCCCCCCCCCCCCCCCC)=C